CS(=O)(=O)C1(CC1)C1=NC(=NO1)C(=O)OC methyl 5-(1-methanesulfonylcyclopropyl)-1,2,4-oxadiazole-3-carboxylate